4-(naphthalen-1-yl)-N-(4-{8-oxatricyclo[7.4.0.02,7]trideca-1(13),2,4,6,9,11-hexaen-6-yl}phenyl)-N-[4-(4,4,5,5-tetramethyl-1,3,2-dioxaborolan-2-yl)phenyl]anilin C1(=CC=CC2=CC=CC=C12)C1=CC=C(N(C2=CC=C(C=C2)B2OC(C(O2)(C)C)(C)C)C2=CC=C(C=C2)C=2C=CC=C3C4=CC=CC=C4OC23)C=C1